OCC1=CC=C(C=N1)NC(O[C@@H](COC1=C(C=C2C(=N1)SC(=N2)C2=C1N=CC(=NC1=CC(=C2)C)OC)F)C)=O (R)-1-((6-fluoro-2-(2-methoxy-7-methylquinoxalin-5-yl)thiazolo[5,4-b]pyridin-5-yl)oxy)propan-2-yl (6-(hydroxymethyl)pyridin-3-yl)carbamate